(S)-(1-(3,5-dibromophenyl)pyrrolidin-2-yl)methanol BrC=1C=C(C=C(C1)Br)N1[C@@H](CCC1)CO